4-(2-((R)-1-(4-cyanobenzyl)-3-((R or S)-3,3-dimethyloxetan-2-yl)pyrrolidin-3-yl)ethyl)benzonitrile C(#N)C1=CC=C(CN2C[C@@](CC2)([C@H]2OCC2(C)C)CCC2=CC=C(C#N)C=C2)C=C1 |o1:12|